O1CCN(CC1)C([C@@H](C)OC1=CC=C2C(=CNC(C2=C1)=O)C1=C(C=CC=C1)C)=O (R)-7-((1-morpholino-1-oxopropan-2-yl)oxy)-4-(o-tolyl)isoquinolin-1(2H)-one